7-fluoro-4-(2-(pyridin-4-yl)ethyl)-1-thioxo-2,4-dihydro-[1,2,4]triazolo[4,3-a]quinazolin-5(1H)-one FC=1C=C2C(N(C=3N(C2=CC1)C(NN3)=S)CCC3=CC=NC=C3)=O